7,8-diamino-2-(1-ethylpiperidin-4-yl)-4H-chromen-4-one NC1=CC=C2C(C=C(OC2=C1N)C1CCN(CC1)CC)=O